5-chloro-6-ethyl-N-(1-(5-(trifluoromethyl)pyridin-2-yl)piperidin-4-yl)pyrimidin-4-amine ClC=1C(=NC=NC1CC)NC1CCN(CC1)C1=NC=C(C=C1)C(F)(F)F